Tetradecanoic acid, potassium salt [K+].C(CCCCCCCCCCCCC)(=O)[O-]